2-(isocyanatomethyl)-3-(3-isocyanatopropyl)-6-(isocyanatomethyl)-bicyclo[2.2.1]heptane N(=C=O)CC1C2C(CC(C1CCCN=C=O)C2)CN=C=O